NC=1C=NC=CC1O[C@@H](C(=O)OC)C[C@@H](C(=O)OC)NC(=O)OC(C)(C)C dimethyl (2R,4S)-2-[(3-amino-4-pyridyl)oxy]-4-(tert-butoxycarbonylamino)pentanedioate